COC1=CC=C(C=C1)CC#C 1-methoxy-4-(prop-2-yn-1-yl)benzene